2-(2-Fluoropropan-2-yl)-N-(6-methyl-5-(7-(methylamino)-1,6-naphthyridin-3-yl)pyridin-3-yl)isonicotinamide FC(C)(C)C=1C=C(C(=O)NC=2C=NC(=C(C2)C=2C=NC3=CC(=NC=C3C2)NC)C)C=CN1